(R)-tert-butyl 4-(3-bromo-2-(2-(4-chlorophenyl)-2-hydroxyethoxy)phenyl)-5,6-dihydropyridine-1(2H)-carboxylate BrC=1C(=C(C=CC1)C1=CCN(CC1)C(=O)OC(C)(C)C)OC[C@H](O)C1=CC=C(C=C1)Cl